ClC=1C=C(CNC(=O)[C@@]2(C(N(CC2)C2=CC3=C(NS(C34CC4)(=O)=O)C=C2)=O)O)C=C(C1)F (S)-N-(3-chloro-5-fluorobenzyl)-1-(2,2-dioxo-1H-spiro[benzo[c]isothiazole-3,1'-cyclopropane]-5-yl)-3-hydroxy-2-oxopyrrolidine-3-carboxamide